5-(3,6-Dihydro-2H-pyran-4-yl)benzo[b]thiophene O1CCC(=CC1)C1=CC2=C(SC=C2)C=C1